3-((3r,4s)-1-(2-chloro-4-fluorophenylethyl)-3-((dimethylamino)methyl)-4-hydroxypiperidin-4-yl)benzonitrile ClC1=C(C=CC(=C1)F)CCN1C[C@H]([C@](CC1)(O)C=1C=C(C#N)C=CC1)CN(C)C